ClC1=C(CC2=NNC(=N2)C(=O)N[C@@H]2C(N(C3=C4C=CC=NC4=CC=C3OC2)C)=O)C=CC=C1 (S)-3-(2-chlorobenzyl)-N-(1-methyl-2-oxo-1,2,3,4-tetrahydro-[1,4]oxazepino[3,2-f]quinolin-3-yl)-1H-1,2,4-triazole-5-carboxamide